ClC=1C(=C(C(=O)O)C=C(C1)Cl)S(NCCC1=C(C=CC=C1)C)(=O)=O 3,5-dichloro-2-[2-(o-tolyl)ethylsulfamoyl]benzoic acid